4-[3-[(4-chloro-1H-indazol-5-yl)amino]-4-methyl-pyrazol-1-yl]-2-methoxy-N-(1-methylpyrazol-4-yl)benzamide ClC1=C2C=NNC2=CC=C1NC1=NN(C=C1C)C1=CC(=C(C(=O)NC=2C=NN(C2)C)C=C1)OC